Ketovaline Sodium salt [Na+].O=N[C@@H](C(C)C)C(=O)[O-]